2,6-di-t-butyl-4-(dimethylamino)methylphenol C(C)(C)(C)C1=C(C(=CC(=C1)CN(C)C)C(C)(C)C)O